butyl 4-[(3aR,4R,6R,6aS)-6-{4-amino-5-bromopyrrolo[2,3-d]pyrimidin-7-yl}-2,2-dimethyl-tetrahydro-3aH-cyclopenta[d][1,3]dioxol-4-yl]piperidine-1-carboxylate NC=1C2=C(N=CN1)N(C=C2Br)[C@@H]2C[C@@H]([C@@H]1[C@H]2OC(O1)(C)C)C1CCN(CC1)C(=O)OCCCC